FC1(OC2=C(O1)C=CC=C2C=O)F 2,2-difluoro-1,3-benzodioxole-4-carbaldehyde